3-(((8-bromo-1,4-dihydroquinazolin-2-yl)thio)methyl)-7-chloro-5H-thiazolo[2,3-b]quinazoline BrC=1C=CC=C2CN=C(NC12)SCC1=CSC2=NC3=CC=C(C=C3CN21)Cl